(2S,3R,5R)-3-(((2-(3-(3,4-dihydroxyphenyl)-3-oxopropyl)hydrazinecarbonyl)oxy)methyl)-3-methyl-7-oxo-4-thia-1-azabicyclo[3.2.0]heptane-2-carboxylic acid 4,4-dioxide OC=1C=C(C=CC1O)C(CCNNC(=O)OC[C@]1([C@@H](N2C(C[C@H]2S1(=O)=O)=O)C(=O)O)C)=O